ClC1=C(C=C(C=C1C(F)(F)F)[N+](=O)[O-])\C(\C)=N/[S@](=O)C(C)(C)C (NZ,R)-N-[1-[2-chloro-5-nitro-3-(trifluoromethyl)phenyl]ethylidene]-2-methyl-propane-2-sulfinamide